O[C@H]1[C@@H](COC2=CC(=CC=C12)C1=C(C=CC=C1)[N-]S(=O)(=O)C(F)(F)F)CC1=NC=C(C=C1)C1=CC=CC=C1 (2-((3R,4S)-4-Hydroxy-3-((5-phenylpyridin-2-yl)methyl)chroman-7-yl)phenyl)((trifluoromethyl)sulfonyl)amid